(R)-3-methyl-4-(5-methyl-7-(1H-pyrazol-5-yl)-4-(o-tolyl)imidazo[1,5-b]pyridazin-2-yl)morpholine C[C@H]1N(CCOC1)C=1C=C(C=2N(N1)C(=NC2C)C2=CC=NN2)C2=C(C=CC=C2)C